ClC=1C=C2C(C(=CN(C2=CC1N1[C@H](CCC1)COC1=NC=CC=C1Cl)C1=CN=NC=C1)C(=O)O)=O 6-chloro-7-[(2R)-2-{[(3-chloropyridin-2-yl)oxy]methyl}pyrrolidin-1-yl]-4-oxo-1-(pyridazin-4-yl)-1,4-dihydroquinoline-3-carboxylic acid